BrC=1C=C(C=CC1Br)O 3,4-dibromophenol